C(C)OC(=O)C=1SC(=C(N1)C(=O)N1[C@H](CC(C1)(F)F)C)C=1C=NC(=CC1C(F)F)N[C@H](C(F)(F)F)CC 4-((S)-4,4-difluoro-2-methylpyrrolidine-1-carbonyl)-5-(4-(difluoromethyl)-6-(((S)-1,1,1-trisFluorobut-2-yl)amino)pyridin-3-yl)thiazole-2-carboxylic acid ethyl ester